FC1(C(CNCC1)C=1C=C(C(=NC1)OC)CO)F (5-(4,4-difluoropiperidin-3-yl)-2-methoxypyridin-3-yl)methanol